3-(pyridin-2-yldithio)-propionic acid N1=C(C=CC=C1)SSCCC(=O)O